3,5,3'-Biphenyl-tricarboxylic acid C1(=CC(=CC(=C1)C(=O)O)C(=O)O)C1=CC(=CC=C1)C(=O)O